COC1=CC=C(CN2C(C3(C2)N(C[C@@H](C3)OS(=O)(=O)C3=CC=C(C)C=C3)C(=O)OC(C)(C)C)=O)C=C1 tert-butyl (7R)-2-(4-methoxybenzyl)-1-oxo-7-(tosyloxy)-2,5-diazaspiro[3.4]octane-5-carboxylate